5-(2-(2-cyclohexylpiperidin-1-yl)-2-oxoacetamido)nicotinamide C1(CCCCC1)C1N(CCCC1)C(C(=O)NC=1C=NC=C(C(=O)N)C1)=O